2,6-Difluoro-3-(1-methyl-6-(1,9-dioxa-4-azaspiro[5.5]undecan-4-yl)-1H-pyrazolo[4,3-c]pyridin-3-yl)-5-(trifluoromethyl)phenol FC1=C(C(=C(C=C1C1=NN(C2=C1C=NC(=C2)N2CCOC1(C2)CCOCC1)C)C(F)(F)F)F)O